ClC1=C(C=CC=C1CNC1CC1)N1C=NC(=C1)C1=NC(=NC=C1C(F)(F)F)NC1CCN(CC1)S(=O)(=O)C 4-(1-(2-Chloro-3-((cyclopropylamino)methyl)phenyl)-1H-imidazol-4-yl)-N-(1-(methylsulfonyl)piperidin-4-yl)-5-(trifluoromethyl)pyrimidin-2-amine